C(C)(C)(C)[N+](=CC1=CC=CC=C1)[O-] N-tertiary butyl-alpha-phenyl-nitrone